O=C1NC(CCC1N1C(C2=CC=CC(=C2C1)C#CCCNS(=O)(=O)C1=NC=C(C=C1)B1OC(C(O1)(C)C)(C)C)=O)=O N-(4-(2-(2,6-dioxopiperidin-3-yl)-1-oxoisoindolin-4-yl)but-3-yn-1-yl)-5-(4,4,5,5-tetramethyl-1,3,2-dioxaborolan-2-yl)pyridine-2-sulfonamide